C1=CC=CC=2C3=CC=CC=C3C(C12)COC(=O)N1C[C@]2(CCO2)CC[C@H]1C(=O)O (4R,7S)-6-(((9H-fluoren-9-yl)methoxy)carbonyl)-1-oxa-6-azaspiro[3.5]nonane-7-carboxylic acid